4-amino-butanamide NCCCC(=O)N